C(C)(C)(C)OC(=O)N1CC(C1)C1=CC=C(C=C1)C1(CC1)C(F)(F)F.FC1(CCOC2=CC=C(C=C12)C(C)=O)F 1-(4,4-difluorochroman-6-yl)ethan-1-one tert-butyl-3-[4-[1-(trifluoromethyl)cyclopropyl]phenyl]azetidine-1-carboxylate